C(C)OC(C(CCP(=O)COCC)NC(=O)C)=O Ethyl-2-(acetamino)-4-(ethoxymethylphosphinyl)butanoate